5-(chloromethyl)-3-(trifluoromethyl)-1,2,4-oxadiazole ClCC1=NC(=NO1)C(F)(F)F